[[2-[(2S,5R)-2-[4-(methanesulfonamido)phenyl]-5-methyl-1-piperidyl]-2-oxo-acetyl]amino]pyridine-3-carboxamide CS(=O)(=O)NC1=CC=C(C=C1)[C@H]1N(C[C@@H](CC1)C)C(C(=O)NC1=NC=CC=C1C(=O)N)=O